6-bromo-N-cyclobutyl-N-methylpyridine-2,4-dicarboxamide BrC1=CC(=CC(=N1)C(=O)N(C)C1CCC1)C(=O)N